1-{4-[1-(1,4-dioxa-spiro[4.5]dec-8-yl)-4-(8-oxa-3-aza-bicyclo[3.2.1]oct-3-yl)-1H-pyrazolo[3,4-d]pyrimidin-6-yl]-phenyl}-3-methylurea O1CCOC12CCC(CC2)N2N=CC=1C2=NC(=NC1N1CC2CCC(C1)O2)C2=CC=C(C=C2)NC(=O)NC